dl-panthenol OCCCNC([C@H](O)C(C)(C)CO)=O |r|